(1-(tert-butoxy-carbonyl)piperidin-4-yl)zinc bromide [Br-].C(C)(C)(C)OC(=O)N1CCC(CC1)[Zn+]